N-benzoyloxy-1-(4-phenylmercaptophenyl)octan-1-one-2-imine C(C1=CC=CC=C1)(=O)ON=C(C(=O)C1=CC=C(C=C1)SC1=CC=CC=C1)CCCCCC